3,3'-dimethyl-4,4'-dihydroxybenzophenone CC=1C=C(C(=O)C2=CC(=C(C=C2)O)C)C=CC1O